ClC1=C(C=CC(=C1)Cl)C=1CCCC2=C(C1C1=CC=C(C=C1)O[C@@H]1CN(CC1)CCCF)C=CC(=C2)C(=O)NNC(=O)OC(C)(C)C Tert-butyl (S)-2-(8-(2,4-dichlorophenyl)-9-(4-((1-(3-fluoropropyl)pyrrolidin-3-yl)oxy)phenyl)-6,7-dihydro-5H-benzo[7]annulene-3-carbonyl)hydrazine-1-carboxylate